(1R,2S,5S)-3-benzyloxycarbonyl-6,6-dimethyl-3-azabicyclo[3.1.0]hexane-2-carboxylic acid C(C1=CC=CC=C1)OC(=O)N1[C@@H]([C@H]2C([C@H]2C1)(C)C)C(=O)O